4-chloro-5-methoxy-2-nitroaniline ClC1=CC(=C(N)C=C1OC)[N+](=O)[O-]